ClC=1C(N(C(=CC1OC([2H])([2H])C1=NC=C(C=C1F)F)C)C1=CC(=NC=C1C)N1N=C(C(=C1)F)C(C)(C)C(C(=O)N)C)=C=O (2-(1-(3-chloro-4-((3,5-difluoropyridin-2-yl)methoxy-d2)-5',6-dimethyl-2-carbonyl-2H-[1,4'-bipyridin]-2'-yl)-4-fluoro-1H-pyrazol-3-yl)propan-2-yl)propionamide